(e)-3-(4-((4-(4-fluoro-2-methylphenyl)-6-(4-methoxyphenyl)-1,3,5-triazin-2-yl)amino)phenyl)acrylic acid FC1=CC(=C(C=C1)C1=NC(=NC(=N1)C1=CC=C(C=C1)OC)NC1=CC=C(C=C1)/C=C/C(=O)O)C